CN1C(=NC2=C1C=C(C(=C2)NC2=C1C(N(C(C1=CC=C2)=O)C2C(NC(CC2)=O)=O)=O)C2=CC(=NC=C2)C)C 4-((1,2-dimethyl-6-(2-methylpyridin-4-yl)-1H-benzo[d]imidazol-5-yl)amino)-2-(2,6-dioxopiperidin-3-yl)isoindoline-1,3-dione